N-[3-chloro-4-(4-piperidylcarbamoyl)phenyl]-5-(2,3-difluoro-4-methoxy-phenyl)-1-methylimidazole-2-carboxamide ClC=1C=C(C=CC1C(NC1CCNCC1)=O)NC(=O)C=1N(C(=CN1)C1=C(C(=C(C=C1)OC)F)F)C